ClC=1C=C(C=CC1)N(S(=O)(=O)C1CC1)CC=1SC=C(N1)C=1OC(=NN1)C(F)F N-(3-chlorophenyl)-N-[[4-[5-(difluoromethyl)-1,3,4-oxadiazol-2-yl]thiazol-2-yl]methyl]cyclopropanesulfonamide